4-n-butylcyclohexane-1,2-dicarboxylic acid aluminum [Al].C(CCC)C1CC(C(CC1)C(=O)O)C(=O)O